5-(2-methoxy-6-methylpyridin-4-yl)-2-{3-[(3S)-3-(prop-2-yl)piperazin-1-yl]-1,2,4-triazin-6-yl}phenol dihydrochloride Cl.Cl.COC1=NC(=CC(=C1)C=1C=CC(=C(C1)O)C1=CN=C(N=N1)N1C[C@@H](NCC1)C(C)C)C